O1C(=CC=C1)C=1C=CC(=C(C1)NC1=NC=NC2=CC(=C(C=C12)OC1CC2(CN(C2)C(C=C)=O)CC1)OC)OC 1-(6-((4-((5-(furan-2-yl)-2-methoxyphenyl)amino)-7-methoxy-quinazolin-6-yl)oxy)-2-azaspiro[3.4]octan-2-yl)prop-2-en-1-one